4-methylamino-pyridin CNC1=CC=NC=C1